C(C1=CC=CC=C1)N1C(C(C2=CC=C(C=C12)C(F)(F)F)(F)Br)=O 1-benzyl-3-bromo-3-fluoro-6-(trifluoromethyl)indol-2-one